[Ir].N1=CC=CC2=CC=C3C=CC=NC3=C12 (1,10-phenanthroline) iridium